FC(OC1=C(C=C(C=C1)OC=1C(=NN(C1)CCO)C)C1=NN(C=C1NC(=O)C=1C=NN2C1N=CC=C2)C)F N-[3-[2-(difluoromethoxy)-5-[1-(2-hydroxyethyl)-3-methyl-pyrazol-4-yl]oxy-phenyl]-1-methyl-pyrazol-4-yl]pyrazolo[1,5-a]pyrimidine-3-carboxamide